(S)-1-(2-(8-amino-1-(6-(benzyloxy)pyridin-3-yl)imidazo[1,5-a]pyrazin-3-yl)pyrrolidin-1-yl)but-2-yn-1-one NC=1C=2N(C=CN1)C(=NC2C=2C=NC(=CC2)OCC2=CC=CC=C2)[C@H]2N(CCC2)C(C#CC)=O